BrC1=C(C(=O)[O-])C=CC(=C1)F 2-bromo-4-fluorobenzoat